tert-butyl 6-(2-((2-cyclopropyl-5-(methoxycarbonyl)phenyl)sulfonamido)-4-(isothiazol-5-yl)phenyl)-3,4-dihydropyridine-1-carboxylate C1(CC1)C1=C(C=C(C=C1)C(=O)OC)S(=O)(=O)NC1=C(C=CC(=C1)C1=CC=NS1)C1=CCCCN1C(=O)OC(C)(C)C